NC=1N=NC(=CC1N1CCN(CCC1)C(C)=O)C1=C(C=CC=C1)O 1-(4-(3-amino-6-(2-hydroxyphenyl)pyridazin-4-yl)-1,4-diazepan-1-yl)ethan-1-one